trimethyl-propyl-phosphonium tert-butyl-N-(4-bromo-6-chloro-2-oxo-1H-quinolin-3-yl)carbamate C(C)(C)(C)OC(NC=1C(NC2=CC=C(C=C2C1Br)Cl)=O)=O.C[P+](CCC)(C)C